NC1=C(C=2C(=NC=C(C2S1)F)C=1C2=C(C=3C=NC(=NC3C1F)N1CC(C(C1)N1CCCCC1)OC)COC2)C#N 2-Amino-7-fluoro-4-(5-fluoro-3-(3-methoxy-4-(piperidin-1-yl)pyrrolidin-1-yl)-7,9-dihydrofuro[3,4-f]quinazolin-6-yl)thieno[3,2-c]pyridine-3-carbonitrile